C(C)(C)C1C(NC2=C(N1C(=O)C1=CN(C(C=C1)=O)C)N=CC=C2)=O 3-isopropyl-4-(1-methyl-6-oxo-1,6-dihydropyridine-3-carbonyl)-3,4-dihydropyrido[2,3-b]pyrazin-2(1H)-one